bromo-5-methoxy-2,3,4,5-tetrahydro-1,1'-biphenyl BrC1C(=CC(CC1)OC)C1=CC=CC=C1